(3S,4R)-3-AMINO-4-(DIFLUORoMETHYL)CYCLOPENT-1-EN N[C@H]1C=CC[C@H]1C(F)F